(5RS)-2-(3-fluorobenzyl)-5-(pyrrolidin-1-ylcarbonyl)-5,6,7,8-tetrahydro[1,2,4]triazolo[4,3-a]pyridine-3(2H)-on FC=1C=C(CN2N=C3N([C@H](CCC3)C(=O)N3CCCC3)C2=O)C=CC1 |r|